O1CCC(CC1)C(C)=O tetrahydropyran-4-ylethanone